C1(CCCCC1)CN1C=2N(CC(C1)CNC(OC(C)(C)C)=O)N=CC2 tert-butyl ((4-(cyclohexylmethyl)-4,5,6,7-tetrahydropyrazolo[1,5-a]pyrimidin-6-yl)methyl)carbamate